4-ketoretinal CC1=C(C(CCC1=O)(C)C)C=CC(=CC=CC(=CC=O)C)C